4-(2-bromophenyl)dibenzothiophene BrC1=C(C=CC=C1)C1=CC=CC2=C1SC1=C2C=CC=C1